2-(4-((6,7-bis(2-methoxyethoxy)quinazolin-4-yl)oxy)-2-fluorophenyl)-N-(4-fluorophenyl)-2-oxoacetamide COCCOC=1C=C2C(=NC=NC2=CC1OCCOC)OC1=CC(=C(C=C1)C(C(=O)NC1=CC=C(C=C1)F)=O)F